ClC1=NC=CC=C1C(=O)N1CCOCC1 (2-chloro-3-pyridyl)-morpholino-methanone